2-methyl-1-phenylpropan-2-yl acetate C(C)(=O)OC(CC1=CC=CC=C1)(C)C